N1N=C(C=C1)CN1C(C2=CC=C(C=C2C=N1)S(=O)(=O)C=1C=C2C(=NC1)OC=C2)=O 2-((1H-pyrazol-3-yl)methyl)-6-(furo[2,3-b]pyridin-5-ylsulfonyl)phthalazin-1(2H)-one